2-(4-chloropyridin-2-yl)cyclopropane-1-carboxamide ClC1=CC(=NC=C1)C1C(C1)C(=O)N